1-(3-oxo-2,3-dihydro-[1,2,4]triazolo[4,3-a]pyridin-8-yl)-5-trifluoromethyl-1H-pyrazole-4-carboxylic acid ethyl ester C(C)OC(=O)C=1C=NN(C1C(F)(F)F)C=1C=2N(C=CC1)C(NN2)=O